5-(3-(butanoyl)benzoyl)amino-3-(1-methylpiperidin-4-yl)pyrrolo[3,2-b]pyridine C(CCC)(=O)C=1C=C(C(=O)NC2=CC=C3C(=N2)C(=CN3)C3CCN(CC3)C)C=CC1